COCC1CCN(CC1)C(\C=C\C1=C(N=C2N1C(=CC=C2)C(F)(F)F)C2=CC=CC=C2)=O (E)-1-(4-(methoxymethyl)piperidin-1-yl)-3-(2-phenyl-5-(trifluoromethyl)imidazo[1,2-a]pyridin-3-yl)prop-2-en-1-one